C(C(C)C)N1N=CC(=C1)NC=1N=C(C2=C(N1)NC=C2)N[C@@H]2CC[C@@H](N(C2)C(C=C)=O)C 1-((2S,5R)-5-((2-((1-isobutyl-1H-pyrazol-4-yl)amino)-7H-pyrrolo[2,3-d]pyrimidin-4-yl)amino)-2-methylpiperidin-1-yl)prop-2-en-1-one